Ammonium phosphine P.[NH4+]